2-(aminomethyl)pyridin-3-ol NCC1=NC=CC=C1O